N-((4-(2-(Dimethylamino)propan-2-yl)-3-fluorophenyl)sulfonyl)-2-(4-fluoro-2-isopropyl-6-(2-methoxypyridin-4-yl)phenyl)acetamide, potassium salt [K].CN(C(C)(C)C1=C(C=C(C=C1)S(=O)(=O)NC(CC1=C(C=C(C=C1C1=CC(=NC=C1)OC)F)C(C)C)=O)F)C